FC=1C=C(C=C2C=NNC12)C#CC1=NC(=NC=C1)C1=NC(=NC=C1)N1CC2=CC=C(C=C2C1)CF 7-fluoro-5-((2'-(5-(fluoromethyl)isoindolin-2-yl)-[2,4'-bipyrimidinyl]-4-yl)ethynyl)-1H-indazole